FC(C(=O)O)(F)F.CC1(C2C(N(C(C12)=O)CC1=CC2=NC=CC(=C2S1)C1=NC(=CC(=C1N1CCC(CC1)C(=O)N)C)C)=O)C (2-(2-((6,6-dimethyl-2,4-dioxo-3-azabicyclo[3.1.0]hexan-3-yl)methyl)thieno[3,2-b]pyridin-7-yl)-4,6-dimethylpyridin-3-yl)piperidine-4-carboxamide 2,2,2-trifluoroacetate